3-ethynyl-1-[(3s,5r)-5-(methoxymethyl)-1-(prop-2-enoyl)pyrrolidin-3-yl]-5-(methylamino)pyrazole-4-carboxamide C(#C)C1=NN(C(=C1C(=O)N)NC)[C@@H]1CN([C@H](C1)COC)C(C=C)=O